N1C(=CC=2C=NC=CC21)CNC(=O)[C@H]2N(C[C@@H](C2)OC(F)F)C(CNC(=O)C=2C(=CC=1SC3=CC=CC=C3OC1C2)F)=O (2S,4R)-N-((1H-pyrrolo[3,2-c]pyridin-2-yl)methyl)-4-(difluoromethoxy)-1-((2-fluorophenoxathiine-3-carbonyl)glycyl)pyrrolidine-2-carboxamide